N=C1NN=C(O1)C([N+](=O)[O-])[N+](=O)[O-] (5-imino-4,5-dihydro-1,3,4-oxadiazol-2-yl)dinitromethane